(2S,4S*)-N-((R)-1-(4-carbamimidoylthiophen-2-yl)ethyl)-4-(1,3-dioxan-2-yl)-1-((4-(4-fluorophenoxy)benzoyl)glycyl)pyrrolidine-2-carboxamide C(N)(=N)C=1C=C(SC1)[C@@H](C)NC(=O)[C@H]1N(C[C@H](C1)C1OCCCO1)C(CNC(C1=CC=C(C=C1)OC1=CC=C(C=C1)F)=O)=O |o1:16|